(E)-1-(3,4-difluoro-2-methoxyphenyl)-4,4,4-trifluoro-3-methylbut-2-en-1-one FC=1C(=C(C=CC1F)C(\C=C(\C(F)(F)F)/C)=O)OC